N1(CCCC1)CCNC(=O)OC(CCC(=O)OCC1=CC=CC=C1)CCCCCCCC benzyl 4-(2-pyrrolidin-1-ylethylcarbamoyloxy)dodecanoate